5-iodophenethylpyrimidin-2-amine IC=1C=CC=C(CCC2=NC(=NC=C2)N)C1